[Cl-].C[N+](CC1=CC=C(C=C1)C=C)(C)C trimethyl-(p-vinylbenzyl)ammonium chloride